FC=1C=CC2=C(C(=NO2)C(C)S(=O)(=O)N)C1 1-(5-fluoro-1,2-benzoxazol-3-yl)ethane-1-sulfonamide